2-(4,4-Difluoropiperidin-1-yl)-6-methoxy-N-[1-(propan-2-yl)piperidin-4-yl]-7-[3-(pyrrolidin-1-yl)propoxy]quinazolin-4-amine FC1(CCN(CC1)C1=NC2=CC(=C(C=C2C(=N1)NC1CCN(CC1)C(C)C)OC)OCCCN1CCCC1)F